tert-butyl (S)-(7-chloroisochroman-4-yl)(methyl)carbamate ClC1=CC=C2[C@@H](COCC2=C1)N(C(OC(C)(C)C)=O)C